FC(C=1C=C(C=C(C1)C(F)(F)F)[C@H]([C@H](C)N(C(CCCC(=O)O)=O)C(C)C)O)(F)F 5-(((1R,2S)-1-(3,5-bis(trifluoromethyl)phenyl)-1-hydroxypropan-2-yl)(isopropyl)amino)-5-oxopentanoic acid